BrC=1C=CC=C2C(=CNC12)C(=O)C1=NC2=C(N1)C=CC(=C2)Cl (7-bromo-1H-indol-3-yl)(5-chloro-1H-benzo[d]imidazol-2-yl)methanone